C(C)(C)(C)OC(NC1(CCN(CC1)C=1N=C(C2=C(N1)NC=C2C2=C(C(=CC=C2)Cl)Cl)C#N)C)=O (1-(5-(2,3-Dichlorophenyl)-4-cyano-7H-pyrrolo[2,3-d]pyrimidin-2-yl)-4-methylpiperidin-4-yl)carbamic acid tert-butyl ester